4-(((R)-1-(3-((R/S)-1,1-difluoro-2,3-dihydroxy-2-methylpropyl)-2-fluorophenyl)ethyl)amino)-2,6,8,8-tetramethyl-6,8-dihydro-7H-pyrrolo[2,3-g]quinazolin-7-one FC([C@](CO)(C)O)(F)C=1C(=C(C=CC1)[C@@H](C)NC1=NC(=NC2=CC3=C(C=C12)N(C(C3(C)C)=O)C)C)F |&1:2|